N1N=C(N=C1)C(C)(C)C=1C=CC(=C(C1)S(=O)(=O)N(CC1=C(C=C(C=C1)OC)OC)CC1=C(C=C(C=C1)OC)OC)OC 5-(2-(1H-1,2,4-triazol-3-yl)propan-2-yl)-N,N-bis(2,4-dimethoxybenzyl)-2-methoxybenzenesulfonamide